N-(1'-methyl-6-morpholino-spiro[3H-benzofuran-2,4'-piperidine]-5-yl)pyrazolo[1,5-a]pyrimidine-3-carboxamide CN1CCC2(CC1)OC1=C(C2)C=C(C(=C1)N1CCOCC1)NC(=O)C=1C=NN2C1N=CC=C2